C1(CCCCC1)CC(=O)C1=CC(=C(C=C1OC)N=CN(C)CC)C N'-(4-(2-cyclohexylacetyl)-5-methoxy-2-methylphenyl)-N-ethyl-N-methylformamidine